FC=1C(=NN2C1N=C(C=C2)C=2NC1=CC=C(C=C1C2C(C)C)C2CCN(CC2)CC(=O)N(C)C)C 2-(4-(2-(3-fluoro-2-methylpyrazolo[1,5-a]pyrimidin-5-yl)-3-isopropyl-1H-indol-5-yl)piperidin-1-yl)-N,N-dimethylacetamide